COCOC=1C=C2C=CC=C(C2=CC1)C=C 6-(Methoxymethoxy)-1-vinyl-naphthalene